3-(((5-(trifluoromethyl)pyridin-2-yl)oxy)methyl)benzoic acid FC(C=1C=CC(=NC1)OCC=1C=C(C(=O)O)C=CC1)(F)F